CC1([C@@H](N2[C@H](S1)[C@@H](C2=O)NC(=O)[C@@H](C3=CC=CC=C3)NC(=O)N4CCN(C4=O)S(=O)(=O)C)C(=O)O)C The molecule is a penicillin in which the substituent at position 6 of the penam ring is a (2R)-2-[3-(methanesulfonyl)-2-oxoimidazolidine-1-carboxamido]-2-phenylacetamido group. It has a role as an antibacterial drug. It is a penicillin and a penicillin allergen. It is a conjugate acid of a mezlocillin(1-).